ClC=1C=CC2=C([C@@H](C[C@@H](O2)C(=O)NC23CCC(C2)(C3)N3N=CC(=C3)OCCOC(F)(F)F)O)C1 (2R,4R)-6-chloro-4-hydroxy-N-(4-{4-[2-(trifluoromethoxy)ethoxy]-1H-pyrazol-1-yl}bicyclo[2.1.1]hexan-1-yl)-3,4-dihydro-2H-1-benzopyran-2-carboxamide